C(C)OC(=O)C1=CN(C=C1C1=CC=C(C=C1)OC1=NC(=CC=C1)C)CCN 1-(2-aminoethyl)-4-(4-((6-methylpyridin-2-yl)oxy)phenyl)-1H-pyrrole-3-carboxylic acid ethyl ester